(5-chloropyridin-2-yl)-2-(3-(5-cyano-6-hydroxypyridin-3-yl)piperidin-1-yl)propanamide ClC=1C=CC(=NC1)C(C(=O)N)(C)N1CC(CCC1)C=1C=NC(=C(C1)C#N)O